2-(thiazol-5-yl)-6-(trifluoromethyl)isonicotinamide S1C=NC=C1C=1C=C(C(=O)N)C=C(N1)C(F)(F)F